NC1=NC=C(C2=C1C(=C(N2C)C2=C(C=C(C=C2)NC(C(=C)C)=O)F)Br)C#N N-(4-(4-amino-3-bromo-7-cyano-1-methyl-1H-pyrrolo[3,2-C]pyridin-2-yl)-3-fluorophenyl)methacrylamide